N-[[6-(2,3-Dichlorophenoxy)-2-pyridyl]sulfonyl]-2-(2,2,4-trimethylpyrrolidin-1-yl)pyridin-3-carboxamid ClC1=C(OC2=CC=CC(=N2)S(=O)(=O)NC(=O)C=2C(=NC=CC2)N2C(CC(C2)C)(C)C)C=CC=C1Cl